N-(3-(1H-pyrazol-4-yl)-1H-indol-7-yl)-3-(4-methylpiperazin-1-yl)-2-phenylpropanamide N1N=CC(=C1)C1=CNC2=C(C=CC=C12)NC(C(CN1CCN(CC1)C)C1=CC=CC=C1)=O